FC=1C(=C2C(=NC1)NC(=N2)C2CCOCC2)C2CCN(CC2)C(=O)C2=C(N)C=C(C=C2)OC(F)(F)F 2-{4-[6-fluoro-2-(oxan-4-yl)-3H-imidazo[4,5-b]pyridin-7-yl]piperidine-1-carbonyl}-5-(trifluoromethoxy)aniline